N1(CCCC1)CCC1=CNC=2C=CC=C(C12)O 3-(2-(pyrrolidin-1-yl)ethyl)-1H-indol-4-ol